ClC1=NC=C(C(=C1)C=1C=NC(=CC1C(=O)NC=1SC(=NN1)OC)OC(F)F)OC 2'-chloro-6-(difluoromethoxy)-5'-methoxy-N-(5-methoxy-1,3,4-thiadiazol-2-yl)-[3,4'-bipyridine]-4-carboxamide